2-((4R)-4-((3R,5R,6R,7S,8S,9S,10R,12S,13R,14R)-3,6,7,12-tetrahydroxy-10-methylhexadecahydro-1H-cyclopenta[a]phenanthren-17-yl)pentanamido)ethanesulfonic acid O[C@@H]1CC[C@@]2([C@H]3C[C@@H]([C@@H]4C(CC[C@H]4[C@@H]3[C@@H]([C@@H]([C@@H]2C1)O)O)[C@@H](CCC(=O)NCCS(=O)(=O)O)C)O)C